NC(C(NC1=CC=C(C=C1)I)C1CC(C1)C(=O)OC)=O methyl 3-[2-amino-1-(4-iodoanilino)-2-oxo-ethyl]cyclobutanecarboxylate